CC(CCCC#N)(CC(=C)C1=CC=CC=C1)C 5,5-dimethyl-7-phenyloct-7-enenitrile